Di-tert-butyl [4,10-bis({[1-(benzyloxy)-6-oxopyridin-2-yl]methyl})-7-{[bis(tert-butoxy)phosphoryl]methyl}-1,4,7,10-tetraazacyclododecan-1-yl]methylphosphonate C(C1=CC=CC=C1)ON1C(=CC=CC1=O)CN1CCN(CCN(CCN(CC1)CP(=O)(OC(C)(C)C)OC(C)(C)C)CC=1N(C(C=CC1)=O)OCC1=CC=CC=C1)CP(OC(C)(C)C)(OC(C)(C)C)=O